(R)-2-(5-Isopropyl-2-methyl-8-oxothieno[2',3':4,5]pyrrolo[1,2-d][1,2,4]triazin-7(8H)-yl)-N-(6-oxopiperidin-3-yl)acetamide C(C)(C)C1=NN(C(C=2N1C1=C(C2)SC(=C1)C)=O)CC(=O)N[C@H]1CNC(CC1)=O